3-(1-oxo-5-((4-(5,6,7,8-tetrahydrobenzo[4,5]thieno[2,3-d]pyrimidin-4-yl)piperidin-1-yl)methyl)isoindolin-2-yl)piperidine-2,6-dione O=C1N(CC2=CC(=CC=C12)CN1CCC(CC1)C=1C2=C(N=CN1)SC1=C2CCCC1)C1C(NC(CC1)=O)=O